ClC1=NC(=NC(=C1)C1=CC=C(C=C1)OC)C=1C2=CC=CC=C2C=2C=CC=CC2C1 4-chloro-6-(4-methoxyphenyl)-2-(phenanthren-9-yl)pyrimidine